C(C=C)(=O)N1C[C@@H](N(CC1)C=1C2=C(N(C(N1)=O)C1=C(C=CC=C1S(=O)(=O)C)C1CC1)N=C(C(=C2)F)C2=C(C=CC=C2O)F)C 4-((S)-4-propenoyl-2-methylpiperazin-1-yl)-1-(2-cyclopropyl-6-(methylsulfonyl)phenyl)-6-fluoro-7-(2-fluoro-6-hydroxyphenyl)pyrido[2,3-d]pyrimidin-2(1H)-one